methyl 3-(2-(((1S,3S)-3-((4-((tert-butoxycarbonyl)amino)butyl)amino)cyclohexyl)amino)-5-(trifluoromethyl)pyrimidin-4-yl)-7-(dimethylphosphoryl)-1H-indole-6-Carboxylate C(C)(C)(C)OC(=O)NCCCCN[C@@H]1C[C@H](CCC1)NC1=NC=C(C(=N1)C1=CNC2=C(C(=CC=C12)C(=O)OC)P(=O)(C)C)C(F)(F)F